The molecule is a pentonic acid that is the 2-deoxy derivative of D-ribonic acid. It has a role as a human metabolite. It derives from a D-ribonic acid. It is a conjugate acid of a 2-deoxy-D-ribonate. C([C@@H]([C@@H](CO)O)O)C(=O)O